ClC1=NC=NC=C1C1=C(SC=C1)C(=O)N(C(C)C)CC (4-chloropyrimidin-5-yl)-N-ethyl-N-isopropylthiophene-2-carboxamide